BrC1=CC=C(C=C1)N1C2=CC=C(C=C2C=2C=C(C=CC12)C(C)(C)C)C(C)(C)C 9-(4-bromophenyl)-3,6-di-t-butyl-9h-carbazole